ClC1=C(C=C(C(=O)N2CCC(CC2)COC)C=C1)N1C(NC(CC1)=O)=O ((1-(4-Chloro-3-(2,4-dioxotetrahydropyrimidin-1(2H)-yl)benzoyl)piperidin-4-yl)methoxy)methane